[Cl-].C(CCC)OC=C(C=[N+](C)C)C1CC1 N-(3-butoxy-2-cyclopropylallylidene)-N-methylmethanaminium chloride